C(#N)/C(/C(=O)O)=C\C1=CN(C2=CC=CC=C12)CC1=CC=CC2=CC=CC=C12 (E)-2-cyano-3-(1-(naphthalen-1-ylmethyl)-1H-indol-3-yl)acrylic acid